OC1=C(C(=CC(=C1)C(F)(F)F)C)C=1C=CC=2C(N1)=NN(C2)[C@@H]2[C@@H](COC2)O (3S,4S)-4-(6-(2-hydroxy-6-methyl-4-(trifluoromethyl)phenyl)-2H-pyrazolo[3,4-b]pyridin-2-yl)tetrahydrofuran-3-ol